tert-butyl (2S,4S)-4-(8-chloro-7-(3-chloro-2-methylphenyl)-6-fluoro-4-(2-methylpyridin-3-yl)-1H-[1,2,3]triazolo[4,5-c]quinolin-1-yl)-2-(cyanomethyl)piperidine-1-carboxylate ClC1=CC=2C3=C(C(=NC2C(=C1C1=C(C(=CC=C1)Cl)C)F)C=1C(=NC=CC1)C)N=NN3[C@@H]3C[C@H](N(CC3)C(=O)OC(C)(C)C)CC#N